CN(C(OC(C)(C)C)=O)C[C@@H]1CN(CCO1)CC#C (S)-tert-Butyl methyl((4-(prop-2-yn-1-yl)morpholin-2-yl)methyl)carbamate